4-(cyclopropylmethylene)-1,1'-biphenyl C1(CC1)C=C1CC=C(C=C1)C1=CC=CC=C1